(((2-(4-chlorophenyl)-4-oxo-4H-benzopyran-3-yl)oxy)methyl)-N-hydroxythiophene-2-carboxamide ClC1=CC=C(C=C1)C=1OC2=C(C(C1OCC1=C(SC=C1)C(=O)NO)=O)C=CC=C2